5-(2-(((3R,4S)-1-((1H-imidazol-4-yl)sulfonyl)-3-methylpiperidin-4-yl)amino)-5-(trifluoro-methyl)pyrimidin-4-yl)-2-methylthiophene-3-carboxamide N1C=NC(=C1)S(=O)(=O)N1C[C@H]([C@H](CC1)NC1=NC=C(C(=N1)C1=CC(=C(S1)C)C(=O)N)C(F)(F)F)C